(S)-5-(3,5-difluorophenyl)-3-((2-methoxypropyl)amino)-4H-benzo[e][1,2,4]thiadiazine 1,1-dioxide FC=1C=C(C=C(C1)F)C1=CC=CC2=C1NC(=NS2(=O)=O)NC[C@H](C)OC